C(CCCC(=O)OC1CC(N(C(C1)(C)C)O)(C)C)(=O)OC1CC(N(C(C1)(C)C)O)(C)C bis(1-oxyl-2,2,6,6-tetramethylpiperidin-4-yl) pentanedioate